C(CCCCCCCCCCC)(=O)[O-].C(CCCCCCCCCCC)(=O)[O-].C(CCCCC)[Sn+2]CCCCCC dihexyl-tin dilaurate